4,7-dicyano-2-pentafluoroethylbenzimidazole lithium salt [Li].C(#N)C1=CC=C(C=2N=C(NC21)C(C(F)(F)F)(F)F)C#N